N-((2R,3S,5S)-2,4,5-trihydroxy-6-trityloxymethyl-tetrahydro-pyran-3-yl)-acetamide O[C@@H]1OC([C@H](C([C@@H]1NC(C)=O)O)O)COC(C1=CC=CC=C1)(C1=CC=CC=C1)C1=CC=CC=C1